CN1[C@H]2[C@@](CCC1)(CCC2)COC=2N=C(C1=C(N2)C(=C(N=C1)C1=CC(=CC2=CC=C(C(=C12)C#C)F)O)F)N1C2COCC1C2 4-(2-{[(4as,7ar)-1-methyl-octahydro-1H-cyclopenta[b]pyridin-4a-yl]methoxy}-8-fluoro-4-{3-oxa-6-azabicyclo[3.1.1]hept-6-yl}pyrido[4,3-d]pyrimidin-7-yl)-5-ethynyl-6-fluoronaphthalen-2-ol